NC1=C(SC2=NC(=CC(=C21)C)C)C(=O)N[C@H]2COC1=C(C2)C=CC(=C1)N1C[C@@H]([C@H](CC1)OC)N 3-amino-N-[(3R)-7-[(3S,4S)-3-amino-4-methoxypiperidin-1-yl]-3,4-dihydro-2H-1-benzopyran-3-yl]-4,6-dimethylthieno[2,3-b]pyridine-2-carboxamide